6-{[(2-Chlorophenyl)amino]methyl}-1-cyclopentyl-1H-pyrazolo[3,4-d]pyrimidin-4(5H)-one ClC1=C(C=CC=C1)NCC=1NC(C2=C(N1)N(N=C2)C2CCCC2)=O